C(CCCCCCC\C=C/CCCCCCCC)(=O)OCC.C(CCCCCCC\C=C/CCCCCCCC)(=O)OCC diethyl dioleate